2-Chloro-3-(3-methoxypropoxy)-7,7-dimethyl-11-oxo-4b,5,6,7,7a,11-hexahydrocyclopenta[f]pyrido[1,2-h][1,7]naphthyridine-10-carboxylic acid ClC1=NC=2C=3N(C4C(C2C=C1OCCCOC)CCC4(C)C)C=C(C(C3)=O)C(=O)O